C(C)OC[C@]1(CN(CC1)C(C(F)(F)F)C=1C=NC=CC1)CCC1=CC=C(C=C1)F |o1:4| 3-(1-((R or S)-3-(ethoxymethyl)-3-(4-fluorophenethyl)pyrrolidin-1-yl)-2,2,2-trifluoroethyl)pyridine